CC=1C=CC(=NC1)CN1N=C2C3=C(CC4(C2=C1)CCC4)OC(=C3C(F)(F)F)C(=O)NC[C@H]3OCCC3 2'-[(5-Methylpyridin-2-yl)methyl]-N-[(2S)-tetrahydrofuran-2-ylmethyl]-8'-(trifluoromethyl)-2',5'-dihydrospiro[cyclobutan-1,4'-furo[2,3-g]indazol]-7'-carboxamid